(1S,2S,4R)-4-[4-amino-5-(1-methyl-1H-pyrazol-3-yl)-7H-pyrrolo[2,3-d]pyrimidin-7-yl]-2-{2-[2-(azetidin-1-yl)quinolin-7-yl]ethyl}cyclopentan-1-ol NC=1C2=C(N=CN1)N(C=C2C2=NN(C=C2)C)[C@@H]2C[C@@H]([C@H](C2)O)CCC2=CC=C1C=CC(=NC1=C2)N2CCC2